C1=CC=CC=2C3=CC=CC=C3C(C12)COC(N(C)CC(=O)NNC(C1=CC(=NC=C1CNC(=O)OC(C)(C)C)C1=CC=C(C=C1)F)=O)=O (9H-fluoren-9-yl)methyl-(2-(2-(5-(((tert-butoxycarbonyl)amino)methyl)-2-(4-fluorophenyl)isonicotinoyl)hydrazineyl)-2-oxoethyl)(methyl)carbamate